benzyl 4-[2-[3-[(1R,5S)-3-[3-amino-6-(2-hydroxyphenyl)pyridazin-4-yl]-3,8-diazabicyclo[3.2.1]octan-8-yl]-2-fluoro-phenoxy]ethyl]piperazine-1-carboxylate NC=1N=NC(=CC1N1C[C@H]2CC[C@@H](C1)N2C=2C(=C(OCCN1CCN(CC1)C(=O)OCC1=CC=CC=C1)C=CC2)F)C2=C(C=CC=C2)O